OC1(CN(C1)CC1=CC=C(C=C1)NC=1N=CC2=C(N1)CN(CC2)C(=O)OC(C)(C)C)C tert-butyl 2-({4-[(3-hydroxy-3-methylazetidin-1-yl)methyl]phenyl}amino)-5H,6H,7H,8H-pyrido[3,4-d]pyrimidine-7-carboxylate